BrC=1C(=CC(=C(C[C@]2(C[C@H](CC2)NS(=O)(=O)C2CC2)C(=O)OC)C1)F)F methyl (1R,3S)-1-(5-bromo-2,4-difluorobenzyl)-3-(cyclopropanesulfonamido)cyclopentane-1-carboxylate